BrCCOC1=CC=C(C=C1)OC 1-(2-bromoethoxy)-4-methoxybenzene